methyl pyruvate (methyl pyruvate) CCC(C(=O)O)=O.C(C(=O)C)(=O)OC